Decan-4-ol CCCC(CCCCCC)O